tert-butyl (3-formylphenyl)carbamate C(=O)C=1C=C(C=CC1)NC(OC(C)(C)C)=O